[2H]C1(OC2=C(O1)C=CC(=C2)S(=O)(=O)N2C=C(C=C2C2=C(C=CC=C2)F)CN(C(OC(C)(C)C)=O)C)[2H] tert-butyl N-{[1-(2,2-dideutero-1,3-benzodioxole-5-sulfonyl)-5-(2-fluorophenyl)-1H-pyrrol-3-yl]methyl}-N-methylcarbamate